syringyl-(3,5-dimethoxy-4-hydroxyphenylpropane) C(C1=CC(OC)=C(O)C(OC)=C1)C(CC)C1=CC(=C(C(=C1)OC)O)OC